O(C)C=CC=1C(NC(N([C@H]2C[C@H](O)[C@@H](CO)O2)C1)=O)=O 5-(2-methoxyl-vinyl)-2'-deoxyuridine